C(C1=CC=CC=C1)N1C(C2=C(C=3C=CC=NC13)CCN(C2)CC2=CC=C(C=C2)F)=O 6-benzyl-3-(4-fluorobenzyl)-2,3,4,6-tetrahydropyrido[3,4-c][1,8]naphthyridine-5(1H)-one